3-{[2-(4-chlorophenyl)imidazo[1,2-a]pyridin-3-yl]methyl}-3,6-diazabicyclo[3.1.1]heptane-6-carboxylic acid tert-butyl ester C(C)(C)(C)OC(=O)N1C2CN(CC1C2)CC2=C(N=C1N2C=CC=C1)C1=CC=C(C=C1)Cl